methyl 2-((2-bromo-6-iodo-3-(methoxymethoxy)pyridin-4-yl)oxy)-2-methylpropanoate BrC1=NC(=CC(=C1OCOC)OC(C(=O)OC)(C)C)I